N-[4-(2,6-dimethylphenyl)-7-methyl-7-phenyl-5,6-dihydrocyclopenta[d]pyrimidin-2-yl]benzenesulfonamide CC1=C(C(=CC=C1)C)C=1C2=C(N=C(N1)NS(=O)(=O)C1=CC=CC=C1)C(CC2)(C2=CC=CC=C2)C